2-(4-(4-(4,4,5,5-tetramethyl-1,3,2-dioxaborolan-2-yl)phenyl)-1H-1,2,3-triazol-1-yl)ethan-1-ol CC1(OB(OC1(C)C)C1=CC=C(C=C1)C=1N=NN(C1)CCO)C